[Se].[Ga].[In].[Cu] Copper indium Gallium selenium